C12CCC(CC1)N2CC2=C(CNC1=CC(=C(C(=C1)F)S(=O)(=O)NC=1N=CSC1)F)C(=CC=C2F)F 4-((2-((7-azabicyclo[2.2.1]heptan-7-yl)methyl)-3,6-difluorobenzyl)amino)-2,6-difluoro-N-(thiazol-4-yl)benzenesulfonamide